C(C)(C)(C)OC(=O)N1CCC2(CC1)C(NC1=CN=C(C=C12)Br)=O.ClC1=NC(=NC(=C1CCCl)OCCC1=NC=CC=C1)N1CCOCC1 4-(4-chloro-5-(2-chloroethyl)-6-(2-(pyridin-2-yl)ethoxy)pyrimidin-2-yl)morpholine tert-butyl-5-bromo-2-oxo-spiro[1H-pyrrolo[2,3-c]pyridine-3,4'-piperidine]-1'-carboxylate